C1=C(C=CC2=CC=CC=C12)NC=1C(C2=CC=CC=C2C(C1)=O)=O 2-(2-naphthylamino)-1,4-naphthoquinone